5-((t-butyldiphenylsilyl)oxy)pentyl 4-((2-formylphenoxy)methyl)benzoate C(=O)C1=C(OCC2=CC=C(C(=O)OCCCCCO[Si](C3=CC=CC=C3)(C3=CC=CC=C3)C(C)(C)C)C=C2)C=CC=C1